N1-(2-(dimethylamino)ethyl)-N4-(4-(3-isopropyl-2-methyl-2H-indazole-5-yl)pyrimidin-2-yl)-5-methoxy-N1-methylbenzene-1,2,4-triamine CN(CCN(C=1C(=CC(=C(C1)OC)NC1=NC=CC(=N1)C1=CC2=C(N(N=C2C=C1)C)C(C)C)N)C)C